C(C)(C)N1N=C(C=2CC[C@H](CC12)C(=O)N[C@@]1(CS(CC1)(=O)=O)C)C=1C=NC=C(C1)OC(C(F)F)(F)F (R)-1-isopropyl-N-((S)-3-methyl-1,1-dioxidotetrahydrothiophen-3-yl)-3-(5-(1,1,2,2-tetrafluoroethoxy)pyridin-3-yl)-4,5,6,7-tetrahydro-1H-indazole-6-carboxamide